FC(OC1=CC(=NN1)NC1=CN=C2C(=N1)N(N=C2)C(CF)C2=NC=CC=C2)F N-(5-(difluoromethoxy)-1H-pyrazol-3-yl)-1-(2-fluoro-1-(pyridin-2-yl)ethyl)-1H-pyrazolo[3,4-b]Pyrazin-6-amine